IC=1C=C2CC(N3C(C2=CC1OC)=CC(C(=C3)C(=O)OCC)=O)C(C)C ethyl 9-iodo-6-isopropyl-10-methoxy-2-oxo-6,7-dihydro-2H-pyrido[2,1-a]isoquinoline-3-carboxylate